tert-butyldimethyl-undec-10-en-1-yloxy-silane C(C)(C)(C)[Si](OCCCCCCCCCC=C)(C)C